3-(5-(1-(2-(4-(4-((4-([1,1'-biphenyl]-3-yl)-5-chloropyrimidin-2-yl)amino)piperidine-1-carbonyl)piperidin-1-yl)acetyl)piperidin-4-yl)-1-oxoisoindolin-2-yl)piperidine-2,6-dione C1(=CC(=CC=C1)C1=NC(=NC=C1Cl)NC1CCN(CC1)C(=O)C1CCN(CC1)CC(=O)N1CCC(CC1)C=1C=C2CN(C(C2=CC1)=O)C1C(NC(CC1)=O)=O)C1=CC=CC=C1